(S)-2-((4-((2-hydroxy-1-phenylethyl)amino)-5-(3-methyl-1,2,4-oxadiazol-5-yl)pyrimidin-2-yl)amino)-7,7-dimethyl-6,7-dihydro-5H-pyrrolo[3,4-b]pyridin-5-one OC[C@H](C1=CC=CC=C1)NC1=NC(=NC=C1C1=NC(=NO1)C)NC1=CC=C2C(=N1)C(NC2=O)(C)C